ClC1=C(C=C2C(=C(N(C2=C1F)C)C=1NC(=NN1)[C@H](COC)N(C)C)N1C=NC=C1)OC (R)-1-(5-(6-chloro-7-fluoro-3-(1H-imidazol-1-yl)-5-methoxy-1-methyl-1H-indol-2-yl)-4H-1,2,4-triazol-3-yl)-2-methoxy-N,N-dimethyl-ethan-1-amine